N1CC(C1)C=1C=C2CN(C(C2=CC1)=O)N1C(CCCC1=O)=O (5-(azetidin-3-yl)-1-oxoisoindolin-2-yl)piperidine-2,6-dione